C(=O)C1=CC=C(C(=O)NC2=CC=C(C=C2)OC)C=C1 4-formyl-N-(p-methoxyphenyl)benzamide